N-(4-amino-2,6-dichloro-phenyl)-N-tert-butoxycarbonyl-carbamic acid tert-butyl ester C(C)(C)(C)OC(N(C(=O)OC(C)(C)C)C1=C(C=C(C=C1Cl)N)Cl)=O